C(C)(=O)N1CC2(CN(C2)CC=2C=CC(=NC2OC)C=2C(=C(C=CC2)C2=C(C(=NC=C2)C2=CC(=C(C=O)C=C2)OC)Cl)Cl)CC1 4-(4-(3-(5-((6-Acetyl-2,6-diazaspiro[3.4]octan-2-yl)methyl)-6-methoxypyridin-2-yl)-2-chlorophenyl)-3-chloropyridin-2-yl)-2-methoxybenzaldehyde